C[C@@H]1N(CCC1)C1=CC=C(C=C1)B1OC(C(O1)(C)C)(C)C (S)-2-methyl-1-(4-(4,4,5,5-tetramethyl-1,3,2-dioxaborolan-2-yl)phenyl)pyrrolidine